4-bromo-3-((cyclopentyloxy)methyl)phenol BrC1=C(C=C(C=C1)O)COC1CCCC1